tert-butyl 4-{4-[(4-{1-[(tert-butoxy)carbonyl]-1,2,3,6-tetrahydropyridin-4-yl}-3-methoxyphenyl)carbamoyl]-2,6-difluorophenyl}-1,2,3,6-tetrahydropyridine-1-carboxylate C(C)(C)(C)OC(=O)N1CCC(=CC1)C1=C(C=C(C=C1)NC(=O)C1=CC(=C(C(=C1)F)C=1CCN(CC1)C(=O)OC(C)(C)C)F)OC